9-[3-(4,6-diphenyl-1,3,5-triazin-2-yl)phenyl]-9'-phenyl-3,3'-bi-9H-carbazole C1(=CC=CC=C1)C1=NC(=NC(=N1)C1=CC=CC=C1)C=1C=C(C=CC1)N1C2=CC=CC=C2C=2C=C(C=CC12)C=1C=CC=2N(C3=CC=CC=C3C2C1)C1=CC=CC=C1